[Sc].[Pb].[Bi] bismuth-lead scandium